Cl.Cl.[C@H]12CC(C[C@H](CC1)N2)CN2CCOCC2 4-(((R,3R,5S)-8-azabicyclo[3.2.1]oct-3-yl)methyl)morpholine dihydrochloride